ClC=1C=CC(=C(C1)S(=O)(=O)NC1=C(C(=C(C=C1)F)C1=CC=C2C(=NNC2=C1F)C=1NC=CN1)F)F 5-chloro-N-(2,4-difluoro-3-(7-fluoro-3-(1H-imidazol-2-yl)-1H-indazol-6-yl)phenyl)-2-fluorobenzenesulfonamide